The molecule is an N-acyl-15-methylhexadecasphing-4-enine-1-phosphocholine in which the acyl group has 27 carbons and 0 double bonds and is 2-hydroxylated. It derives from a 15-methylhexadecasphing-4-enine. CCCCCCCCCCCCCCCCCCCCCCCCCC(C(=O)N[C@@H](COP(=O)([O-])OCC[N+](C)(C)C)[C@@H](/C=C/CCCCCCCCCC(C)C)O)O